ClC1=CC(=C(C(=C1)C)NC(=O)C1=CC(=NN1C1=NC=CC=C1Cl)OCF)C(=O)NC(C)(C)C N-[4-Chloro-2-[[(1,1-dimethyl-ethyl)amino]carbonyl]-6-methylphenyl]-1-(3-chloro-2-pyridinyl)-3-(fluoromethoxy)-1H-pyrazol-5-carboxamid